Cl.C1(=CC=CC=C1)C1=CC=C(C(=N)N)C=C1 4-Phenylbenzamidine hydrochloride